tert-butyl rac-(1R,5S,6S)-6-((4-(2-(((benzyloxy)carbonyl)amino)propan-2-yl)-6-(4-fluorophenyl)pyridin-2-yl)oxy)-1-methyl-3-azabicyclo[3.1.0]hexane-3-carboxylate C(C1=CC=CC=C1)OC(=O)NC(C)(C)C1=CC(=NC(=C1)C1=CC=C(C=C1)F)O[C@H]1[C@@H]2CN(C[C@]12C)C(=O)OC(C)(C)C |r|